N1N=C(C2=CC=CC=C12)C1=NC2=CC=NC(=C2C=C1)C 2-(1H-indazol-3-yl)-5-methyl-1,6-naphthyridine